FC1=CC(=C(C=C1)C=1C(C(C=NC1C)C(=O)N)=O)C 5-(4-fluoro-2-methylphenyl)-6-methyl-4-oxopyridine-3-carboxamide